C1(CC1)C=1C=2N(N=C(C1)C(=O)N1[C@@H](C3=CC=CC=C3CC1)C)C=C(N2)C2=C(C=C(C=C2)[C@@H]2[C@H](C2)C(=O)O)F (1S,2S)-2-(4-{8-Cyclopropyl-6-[(1R)-1-methyl-1,2,3,4-tetrahydroisoquinoline-2-carbonyl]imidazo[1,2-b]pyridazin-2-yl}-3-fluorophenyl)cyclopropane-1-carboxylic acid